ClC1=NC(=C(C=2NC(NC(C21)=O)=S)Cl)Cl 5,7,8-trichloro-2-thioxo-2,3-dihydropyrido[4,3-d]pyrimidin-4(1H)-one